N1C=CC2=C(C=CC=C12)CC=1C=C(C(=O)O)C=C(N1)C(NC)=O 2-((1H-indol-4-yl)methyl)-6-(methylcarbamoyl)isonicotinic acid